2-((4-(2-(4-chloro-2-methoxyphenyl)-2-methylbenzo[d][1,3]dioxol-4-yl)piperidin-1-yl)methyl)-4-ethoxy-1-(((S)-oxetan-2-yl)methyl)-1H-benzo[d]imidazole-6-carboxylic acid ClC1=CC(=C(C=C1)C1(OC2=C(O1)C=CC=C2C2CCN(CC2)CC2=NC1=C(N2C[C@H]2OCC2)C=C(C=C1OCC)C(=O)O)C)OC